C(C)C1=C(C=CC=C1)C1NCC2=NN=C(N2C=2SC=3CC(CC3C12)C(=O)N1CCOCC1)C 9-(2-Ethylphenyl)-3-methyl-13-(morpholine-4-carbonyl)-16-thia-2,4,5,8-tetraazatetracyclo[8.6.0.02,6.011,15]hexadeca-1(10),3,5,11(15)-tetraene